O=C1NC(CCC1NC1=CC(=C(C=C1)N1CCC(CC1)(O)CC(=O)O)C(F)(F)F)=O 2-[1-[4-[(2,6-dioxo-3-piperidinyl)amino]-2-(trifluoromethyl)phenyl]-4-hydroxy-4-piperidinyl]acetic acid